4,6-bis(trifluoromethyl)pyridine-2(1H)-thione FC(C1=CC(NC(=C1)C(F)(F)F)=S)(F)F